N-methyl-N-(2-cyano-3-fluorophenyl)-methacrylamide CN(C(C(=C)C)=O)C1=C(C(=CC=C1)F)C#N